1-(6-(azidomethyl)pyridin-2-yl)cyclobutan-1-ol N(=[N+]=[N-])CC1=CC=CC(=N1)C1(CCC1)O